(1-Aminocyclopropyl)[2-{(2E)-2-[(3-methylphenyl)methylidene]hydrazinyl}-4-(morpholin-4-yl)-5,7-dihydro-6H-pyrrolo[3,4-d]pyrimidin-6-yl]methanone NC1(CC1)C(=O)N1CC=2N=C(N=C(C2C1)N1CCOCC1)N/N=C/C1=CC(=CC=C1)C